tetraethyleneglycol succinate C(CCC(=O)O)(=O)O.C(COCCOCCOCCO)O